(R)-8-cyclopentyl-7-ethyl-2-{[7-methoxy-2-(2-morpholinoacetyl)-1,2,3,4-tetrahydroisoquinolin-6-yl]amino}-5-methyl-7,8-dihydropterin C1(CCCC1)N1C(CN(C=2C(N[C@](NC12)(N)NC=1C=C2CCN(CC2=CC1OC)C(CN1CCOCC1)=O)=O)C)CC